4-(4-(4-(tert-butoxycarbonyl)piperazin-1-yl)phenyl)-6-chloro-7-fluorobenzo[b]thiophene-2-carboxylic acid C(C)(C)(C)OC(=O)N1CCN(CC1)C1=CC=C(C=C1)C1=CC(=C(C=2SC(=CC21)C(=O)O)F)Cl